C1(=CC=CC=C1)C=1CCOC1 4-phenyl-2,3-dihydrofuran